4-(5-(3-fluorophenyl)-1-(2-methoxyethyl)-1H-benzo[d]imidazol-2-ylamino)-N-hydroxybenzamide FC=1C=C(C=CC1)C1=CC2=C(N(C(=N2)NC2=CC=C(C(=O)NO)C=C2)CCOC)C=C1